(S)-2-((1-(2-chlorobenzyl)-5-(1-ethyl-1H-indazol-6-yl)-1H-pyrazol-3-yl)methoxy)-2-methylbutanoic acid ClC1=C(CN2N=C(C=C2C2=CC=C3C=NN(C3=C2)CC)CO[C@](C(=O)O)(CC)C)C=CC=C1